CS(=NC(C1=CC=C(C=C1)C1=NOC(=N1)C(F)(F)F)=O)(=O)C=1SC(=NN1)C N-(methyl(5-methyl-1,3,4-thiadiazol-2-yl)(oxo)-λ6-sulfaneylidene)-4-(5-(trifluoromethyl)-1,2,4-oxadiazol-3-yl)benzamide